N-tert-butyloxycarbonyl-N'-trityl-L-histidine C(C)(C)(C)OC(=O)N[C@@H](CC1=CN(C=N1)C(C1=CC=CC=C1)(C1=CC=CC=C1)C1=CC=CC=C1)C(=O)O